C(=O)(OC(C)(C)C)N1CCNCC1 4-Bocpiperazine